2-(1-(4-(5-((3S,4S)-4-amino-3-methyl-2-oxa-8-azaspiro[4.5]decan-8-yl)-6-(hydroxymethyl)pyrazin-2-ylthio)-3-fluoropyridin-2-yl)azetidin-3-yl)propan-2-ol N[C@@H]1[C@@H](OCC12CCN(CC2)C=2N=CC(=NC2CO)SC2=C(C(=NC=C2)N2CC(C2)C(C)(C)O)F)C